methyl-4-(phenylthio)butane-1,3-diamine CC(CC(CSC1=CC=CC=C1)N)N